Methyl (R)-5-(8-(8-chloro-9-ethyl-4-methyl-2-oxo-2,3,4,5-tetrahydro-1H-benzo[b][1,4]diazepin-6-yl)isoquinolin-3-yl)picolinate ClC=1C=C(C2=C(NC(C[C@H](N2)C)=O)C1CC)C=1C=CC=C2C=C(N=CC12)C=1C=CC(=NC1)C(=O)OC